chloromethylphenethyl-dimethyl-chlorosilane ClCC[Si](Cl)(C)CCC1=CC=CC=C1